C(CCC)SCC(=O)N1CCN(CC1)C(=O)[C@H]1[C@@H](C1)C1=CC=CC=C1 2-(Butylthio)-1-(4-(trans-2-phenylcyclopropane-carbonyl)piperazin-1-yl)ethanone